FC1=CC=CC(=N1)COC1=NN=C(S1)NC(=O)C=1C=NC(=CC1C1=C(C=CC=C1)OC)C N-[5-[(6-fluoropyridin-2-yl)methoxy]-1,3,4-thiadiazol-2-yl]-4-(2-methoxyphenyl)-6-methylpyridine-3-carboxamide